2-(benzo[d]oxazol-2-ylamino)-4-(2-chlorophenyl)-6-methyl-N-(pyridin-3-yl)-1,4-dihydropyrimidine-5-carboxamide O1C(=NC2=C1C=CC=C2)NC=2NC(=C(C(N2)C2=C(C=CC=C2)Cl)C(=O)NC=2C=NC=CC2)C